4-Pentoxybenzaldehyd C(CCCC)OC1=CC=C(C=O)C=C1